Benzyl (3S,5S)-3-((6-(3,5-difluoro-4-((phenylmethyl)sulfonamido)phenyl)-8-isopropyl-7-oxo-7,8-dihydropteridin-2-yl)amino)-5-fluoropiperidine-1-carboxylate FC=1C=C(C=C(C1NS(=O)(=O)CC1=CC=CC=C1)F)C1=NC=2C=NC(=NC2N(C1=O)C(C)C)N[C@@H]1CN(C[C@H](C1)F)C(=O)OCC1=CC=CC=C1